4-((4-(isoindolin-2-ylmethyl)-2-(pyrrolidin-1-ylsulfonyl)phenoxy)methyl)-N-methylpiperidine-1-carboxamide C1N(CC2=CC=CC=C12)CC1=CC(=C(OCC2CCN(CC2)C(=O)NC)C=C1)S(=O)(=O)N1CCCC1